C(C1CO1)N1C(N(C(N(C1=O)CC1CO1)=O)CC1CO1)=O tris(2,3-epoxypropyl)-1,3,5-triazine-2,4,6-trione